COCC1=CC(=NO1)C1=NN=C2N1N=C(C1=CC=CC=C21)OCC2=NC=C(C(=O)O)C=C2 6-[3-(5-methoxymethyl-isoxazol-3-yl)-[1,2,4]triazolo[3,4-a]phthalazin-6-yloxymethyl]-nicotinic acid